tert-Butyl 4-[4-[2-chloro-7-(3-methoxycyclobutyl)purin-6-yl]oxyphenyl]piperazine-1-carboxylate ClC1=NC(=C2N(C=NC2=N1)C1CC(C1)OC)OC1=CC=C(C=C1)N1CCN(CC1)C(=O)OC(C)(C)C